2-naphthoxyacetic acid sodium salt [Na+].C1=C(C=CC2=CC=CC=C12)OCC(=O)[O-]